C1(CC1)C1=NC(=CC(=C1)C1=C(C=C(C#N)C=C1)C1=NN=CN1C)N1C(C2=CC(=CC=C2C1)CNCC1(CCC1)C)=O 4-{2-Cyclopropyl-6-[6-({[(1-methylcyclobutyl)methyl]amino}methyl)-1-oxo-3H-isoindol-2-yl]pyridin-4-yl}-3-(4-methyl-1,2,4-triazol-3-yl)benzonitrile